methyl 2-(benzylamino)-3-hydroxy-propionate C(C1=CC=CC=C1)NC(C(=O)OC)CO